C(C)(C)(C)OCCOC=1C(OC(=CC1NC1=NC=CC=N1)C(=O)OC)=O methyl 3-(2-(tert-butoxy)ethoxy)-2-oxo-4-(pyrimidin-2-ylamino)-2H-pyran-6-carboxylate